S(=O)(=O)(O)O.ClC=1C(=CC(=C(C1)NC1=NC(=NC=C1)NC=1C(=CC(=C(C1)NC(C=C)=O)N1C[C@@H](CC1)N(C)C)OC)C(C)(C)O)F (R)-N-(5-((4-((5-chloro-4-fluoro-2-(2-hydroxypropan-2-yl)phenyl)amino)pyrimidin-2-yl)amino)-2-(3-(dimethylamino)pyrrolidin-1-yl)-4-methoxyphenyl)acrylamide sulfate